N-(2-((2-(2,6-dioxopiperidin-3-yl)-1,3-dioxoisoindolin-5-yl)amino)ethyl)-2-(4-(methyl(1H-pyrrolo[3,2-b]pyridin-5-yl)amino)piperidin-1-yl)acetamide O=C1NC(CCC1N1C(C2=CC=C(C=C2C1=O)NCCNC(CN1CCC(CC1)N(C1=CC=C2C(=N1)C=CN2)C)=O)=O)=O